imidazole-2-acrylamide N1C(=NC=C1)C=CC(=O)N